C(C)OC(=C)C1=CC=C(S1)C1(CN2CCC1CC2)O 3-[5-(1-ethoxyvinyl)-2-thienyl]quinuclidin-3-ol